3-(((3-morpholinopropoxy)carbonyl)oxy)pentadecyl-6,6-bis(octyloxy)hexanoate O1CCN(CC1)CCCOC(=O)OC(CCOC(CCCCC(OCCCCCCCC)OCCCCCCCC)=O)CCCCCCCCCCCC